C(C)(C)(C)OC(=O)N1C[C@@H](C[C@H](C1)O)N(C)C(=O)OCC1=CC=CC=C1 |o1:9,11| rel-(3R,5R)-3-{[(benzyloxy)carbonyl](methyl)amino}-5-hydroxypiperidine-1-carboxylic acid tert-butyl ester